C(C)(C)(C)OC(=O)N1C(COCC1)C1=C(C=CC=C1)CN1C(NC(C2=C1C=CN2)=O)=C=S (2-((4-oxo-2-thiocarbonyl-2,3,4,5-tetrahydro-1H-pyrrolo[3,2-d]pyrimidin-1-yl)methyl)phenyl)morpholine-4-carboxylic acid tert-butyl ester